FC1=C2C=NC(=NC2=CC=C1OC)C 5-fluoro-6-methoxy-2-methylquinazolin